C1(=CC=CC2=CC=CC=C12)C1=C(C=CC=C1)C1=CC(=CC2=C1N=C(O2)C2=CC=C(C=C2)C=2C=NC=CC2)C2=C(C=CC=C2)C2=CC=CC1=CC=CC=C21 4,6-bis(naphthalen-1-yl-phenyl)-2-{4-(pyridin-3-yl)-phenyl}-benzoxazole